N-(3-(4-(dimethylamino)phenyl)propyl)-2-(4-((5-(4-(dimethylamino)phenyl)pyridin-2-yl)oxy)piperidine-1-carbonyl)-4-fluorobenzamide CN(C1=CC=C(C=C1)CCCNC(C1=C(C=C(C=C1)F)C(=O)N1CCC(CC1)OC1=NC=C(C=C1)C1=CC=C(C=C1)N(C)C)=O)C